tert-butyl N-(2-{[1-cyclopropyl-6-fluoro-3-({[(3S)-1-(6-methylpyridin-3-yl)piperidin-3-yl][(2-methylpyridin-4-yl)methyl]amino}methyl)-4-oxo-1,4-dihydroquinolin-7-yl]oxy}ethyl)carbamate C1(CC1)N1C=C(C(C2=CC(=C(C=C12)OCCNC(OC(C)(C)C)=O)F)=O)CN(CC1=CC(=NC=C1)C)[C@@H]1CN(CCC1)C=1C=NC(=CC1)C